4-(3-Fluorophenyl)-3-Methyl-1H-Pyrazole-5-Carboxylic Acid FC=1C=C(C=CC1)C=1C(=NNC1C(=O)O)C